N1C(=NC2=C1C=CC=C2)CCNC=2C1=C(N=C(N2)C=2C=NC=C(C2)F)CCNC1 N-(2-(1H-benzo[d]imidazol-2-yl)ethyl)-2-(5-fluoropyridin-3-yl)-5,6,7,8-tetrahydropyrido[4,3-d]pyrimidin-4-amine